C(C1=CC=CC=C1)NC(CN[C@H](C)C1=CC(=C(C(=C1)OCC)C)OCC)=O N-Benzyl-N~2~-[(1R)-1-(3,5-Diethoxy-4-Methylphenyl)Ethyl]Glycinamide